3-(5-((4-(2-(4-chlorophenyl)-2,3-dihydrobenzo[b][1,4]dioxin-5-yl)piperidin-1-yl)methyl)-4-((1-ethyl-1H-imidazol-5-yl)methyl)-4H-1,2,4-triazol-3-yl)propanoic acid ClC1=CC=C(C=C1)C1COC2=C(O1)C=CC=C2C2CCN(CC2)CC=2N(C(=NN2)CCC(=O)O)CC2=CN=CN2CC